F[C@H]1CN(CC[C@H]1NC1=CC=CC2=C(N(N=C12)C#CCNC1=C(C=C(C(=O)NC)C=C1)OC)C(=C(F)F)F)C 4-((3-(7-(((3S,4R)-3-fluoro-1-methylpiperidin-4-yl)amino)-3-(1,2,2-trifluorovinyl)-2H-indazol-2-yl)prop-2-yn-1-yl)amino)-3-methoxy-N-methylbenzamide